C(C)(C)(C)OC(=O)NC1=CC=C(C=C1)C1=CC(=CS1)C(=O)O 5-(4-((tert-Butoxycarbonyl)amino)phenyl)thiophene-3-carboxylic acid